(S)-3-(4-fluorophenyl)-N-(1-(3-(2-isopropoxypyridin-4-yl)-1,2,4-oxadiazol-5-yl)ethyl)-1-methyl-1H-pyrazole-5-carboxamide FC1=CC=C(C=C1)C1=NN(C(=C1)C(=O)N[C@@H](C)C1=NC(=NO1)C1=CC(=NC=C1)OC(C)C)C